C(C)OC(=O)C1=C(C2=C(N(C(N(C2=O)CC(=O)O)=O)C[C@H](C2=CC=CC=C2)O)S1)C 2-[6-(ethoxycarbonyl)-1-[(2S)-2-hydroxy-2-phenylethyl]-5-methyl-2,4-dioxo-1H,2H,3H,4H-thieno[2,3-d]pyrimidin-3-yl]acetic acid